ClC=1C=CC(=C(C1)C1=NC=CC(=N1)NC1=NC(=NC=C1)NC1=CC=C(C=C1)N1CCC(CC1)N1CCCC1)F N4-[2-(5-chloro-2-fluoro-phenyl)pyrimidin-4-yl]-N2-[4-(4-pyrrolidin-1-yl-1-piperidyl)phenyl]pyrimidine-2,4-diamine